1-[5-tert-Butyl-2-p-tolyl-2H-pyrazol-3-yl]-3-[4-(2-piperidin-4-yl-ethoxy)naphthalen-1-yl]-urea C(C)(C)(C)C=1C=C(N(N1)C1=CC=C(C=C1)C)NC(=O)NC1=CC=C(C2=CC=CC=C12)OCCC1CCNCC1